(S)-2-(3-fluoro-4-nitrophenyl)propanoic acid FC=1C=C(C=CC1[N+](=O)[O-])[C@@H](C(=O)O)C